NC1=C(C=CC(=C1)C=1C(=NOC1C)C)N[C@H]1C[C@@H](CC1)O (1R,3R)-3-((2-amino-4-(3,5-dimethylisoxazol-4-yl)phenyl)amino)cyclopentanol